2',4',6'-Trihydroxy-4-methoxychalcone OC1=C(C(/C=C/C2=CC=C(C=C2)OC)=O)C(=CC(=C1)O)O